CC=1N=C(C=2N(C1)C=C(N2)C=2C(OC1=CC(=CC=C1C2)N2C[C@@H](N(CC2)CC)C)=O)C (S)-3-(6,8-dimethylimidazo[1,2-a]pyrazin-2-yl)-7-(4-ethyl-3-methylpiperazin-1-yl)-2H-chromen-2-one